4-Chloro-1-[4-(1,1-difluoroethyl)phenyl]sulfonyl-3-(4,4-difluorotetrahydrofuran-2-yl)indazole ethyl-2-[3-(3,5-dimethylisoxazol-4-yl)pyrazolo[1,5-a]pyridin-5-yl]oxazole-4-carboxylate C(C)OC(=O)C=1N=C(OC1)C1=CC=2N(C=C1)N=CC2C=2C(=NOC2C)C.ClC2=C1C(=NN(C1=CC=C2)S(=O)(=O)C2=CC=C(C=C2)C(C)(F)F)C2OCC(C2)(F)F